C(N)(O[C@H]1C2(N(CC1CC2)C(=O)C=2C=C(C1=C(SC(=C1C)C=1N(C3=CC=CC=C3C1)CC1CC1)C2)OC)C(C)(C)C)=O Tert-butyl-((7R)-2-(2-(1-(cyclopropylmethyl)-1H-indol-2-yl)-4-methoxy-3-methylbenzo[b]thiophene-6-carbonyl)-2-azabicyclo[2.2.1]hept-7-yl) carbamate